3-((6-methylheptyl)oxy)propan-1-amine CC(CCCCCOCCCN)C